4-methoxy-N-(1-methylpyrazol-4-yl)-5-(2,2,2-trifluoroethyl)pyrimido[5,4-b]indol-2-amine COC1=NC(=NC2=C1N(C=1C=CC=CC21)CC(F)(F)F)NC=2C=NN(C2)C